C12N(CC(CC1)CC2)CC#N 2-(2-azabicyclo[2.2.2]octan-2-yl)acetonitrile